2-(3-chloro-2-methylphenyl)-4H-pyrrolo[3,4-d]thiazole-5(6H)-carboxylic acid tert-butyl ester C(C)(C)(C)OC(=O)N1CC=2N=C(SC2C1)C1=C(C(=CC=C1)Cl)C